COC1=C(OC2=CC=C(N)C=C2)C=CC(=C1)CCC 4-(2-methoxy-4-propylphenoxy)aniline